5-[(3-amino-2-fluorophenyl)methyl]-3,4-difluoro-2-(2-fluoro-4-iodoanilino)benzoic acid NC=1C(=C(C=CC1)CC=1C(=C(C(=C(C(=O)O)C1)NC1=C(C=C(C=C1)I)F)F)F)F